(S)-4-((1-azido-3-((tert-butyldimethylsilyl)oxy)propan-2-yl)amino)-3-bromo-5-nitrobenzenesulfonamide N(=[N+]=[N-])C[C@@H](CO[Si](C)(C)C(C)(C)C)NC1=C(C=C(C=C1[N+](=O)[O-])S(=O)(=O)N)Br